The molecule is a flavanone glycoside that is 7-hydroxyflavanone attached to a 2-O-(6-deoxy-alpha-L-mannopyranosyl)-beta-D-glucopyranosyl residue at position 7 via a glycosidic linkage. It is a flavanone glycoside and a disaccharide derivative. It derives from a 7-hydroxyflavanone. C[C@H]1[C@@H]([C@H]([C@H]([C@@H](O1)O[C@@H]2[C@H]([C@@H]([C@H](O[C@H]2OC3=CC4=C(C=C3)C(=O)CC(O4)C5=CC=CC=C5)CO)O)O)O)O)O